FC1=C(OC2=C(C=C(C=C2)NS(=O)(=O)CC)C=2C3=C(C(N(C2)C)=O)NC(=C3)C(=O)O)C=CC(=C1)F 4-(2-(2,4-Difluorophenoxy)-5-(ethylsulfonamido)phenyl)-6-methyl-7-oxo-6,7-dihydro-1H-pyrrolo[2,3-c]pyridine-2-carboxylic acid